[Cl-].[Cl-].C(C)(C)(C)C1=CC=C(C=C1)C1=C2C=C(C(C2=CC=2CCCC12)[Zr+2]C1C(=CC2=C(C=CC=C12)C1=CC=C(C=C1)C(C)(C)C)C)C (4-(4-(tert-butyl)phenyl)-2-methyl-1,5,6,7-tetrahydro-s-indacen-1-yl)(4-(4-(tert-butyl)phenyl)-2-methyl-1H-inden-1-yl)zirconium dichloride